4-epoxy-5-methylcyclohexylmethyl-3,4-epoxy-5-methylcyclohexylformate CC1(C2(C(CC(C1)C(=O)[O-])O2)CC21C(CCCC2)O1)C